Quinoline-4-carboximidamide HCl salt Cl.N1=CC=C(C2=CC=CC=C12)C(N)=N